Tri-Lauryl TriThio-phosphite P(SCCCCCCCCCCCC)(SCCCCCCCCCCCC)SCCCCCCCCCCCC